ClCCC(=O)C=1SC=CC1 3-chloro-1-(2-thienyl)-1-propanone